S1C=NC2=C1C=CC=C2NC2=CC=NC1=CC(=CC=C21)C2=C(C=C(C(=O)N1CC3(CN(C3)C(=O)OC(C)(C)C)C1)C=C2)F tert-butyl 6-(4-(4-(benzo[d]thiazol-4-ylamino)quinolin-7-yl)-3-fluorobenzoyl)-2,6-diazaspiro[3.3]heptane-2-carboxylate